CCC(CC)COC(=O)[C@H](C)N[P@](=O)(OC[C@@H]1[C@H]([C@H]([C@](O1)(C#N)C2=CC=C3N2N=CN=C3N)O)O)OC4=CC=CC=C4 (2S)-2-{(2R,3S,4R,5R)-[5-(4-Aminopyrrolo[2,1-f][1,2,4]triazin-7-yl)-5-cyano-3,4-dihydroxy-tetrahydro-furan-2-ylmethoxy]phenoxy-(S)-phosphorylamino}propionic acid 2-ethyl-butyl ester